C(C)C1=C(C=CC(=N1)N)C=1C=C(C=C2C=CC=NC12)C 6-ethyl-5-(6-methylquinolin-8-yl)pyridin-2-amine